ClC=1C(=NC(=NC1)N[C@H]1CN(CC1)CCC1CCN(CC1)CC1CCN(CC1)C1C(C(CC=C1)=O)C)C1=CNC2=CC=CC=C12 4-(4-((4-(2-((R)-3-((5-chloro-4-(1H-indol-3-yl)pyrimidin-2-yl)Amino)pyrrolidin-1-yl)ethyl)piperidin-1-yl)methyl)piperidin-1-yl)-3-methyl-2-oxo-2,3-dihydro-1H-benzene